1-p-toluenesulfonyl-1H-indole-5-carbonitrile CC1=CC=C(C=C1)S(=O)(=O)N1C=CC2=CC(=CC=C12)C#N